CS(=O)(=O)N1CCC(CC1)CO (1-(methylsulfonyl)piperidin-4-yl)methanol